6'-(2-(4,6-diphenyl-1,3,5-triazin-2-yl)phenyl)spiro[cyclohexane-1,9'-fluorene]-2'-carbonitrile C1(=CC=CC=C1)C1=NC(=NC(=N1)C1=CC=CC=C1)C1=C(C=CC=C1)C=1C=C2C=3C=CC(=CC3C3(C2=CC1)CCCCC3)C#N